C(=O)[O-].C(C1=CC=CC=C1)OC(=O)N1CC[N+](CC1)(CC(=O)OC(C)(C)C)CCCNC(=O)OC(C)(C)C 4-[3-(tert-Butoxycarbonylamino)propyl]-4-(2-tert-butoxy-2-oxo-ethyl)piperazin-4-ium-1-carboxylic acid benzyl ester formate salt